ClC1=CC2=C(N(C(C(N2C)=O)=O)C2CCN(CC2)C(=O)OC(C)(C)C)N=C1C1=C(C=CC=C1)F Tert-butyl 4-(7-chloro-6-(2-fluorophenyl)-1-methyl-2,3-dioxo-2,3-dihydropyrido[2,3-b]pyrazine-4(1H)-yl)piperidine-1-carboxylate